CC(=CCCCCCCCC(=O)O)C 10-methyl-9-undecenoic acid